2-chloro-7,7-dimethyl-6,7-dihydrobenzo[b]thiophen-4(5H)-one ClC1=CC2=C(S1)C(CCC2=O)(C)C